CN(C(=O)C=1C=CC=2N(C1)C(=CN2)N2N=CC(=C2)C2=C(C=CC(=C2)C(NC2CC2)=O)C)C 3-[4-(5-Cyclopropylcarbamoyl-2-methyl-phenyl)-pyrazol-1-yl]-imidazo[1,2-a]pyridine-6-carboxylic acid dimethylamide